C(#N)C=1C(=NC(=CC1C(F)(F)F)C)N1[C@@H](C2=CC=CC=C2C1)C(=O)O (S)-2-(3-cyano-6-methyl-4-(trifluoromethyl)pyridin-2-yl)isoindoline-1-carboxylic acid